COC(CCCC1(C(CCCC1)=O)C(=O)OC)=O methyl 1-(4-methoxy-4-oxobutyl)-2-oxocyclohexane-1-carboxylate